(E)-3-methyl-N'-(1-(quinolin-3-yl)ethylidene)benzohydrazide CC=1C=C(C(=O)N/N=C(\C)/C=2C=NC3=CC=CC=C3C2)C=CC1